6-(4-(fluoromethyl)-4-methylpiperidin-1-yl)quinoline FCC1(CCN(CC1)C=1C=C2C=CC=NC2=CC1)C